COC(NC)=N O-methyl-N-methylisourea